NCC=1NC=2N(C(C1C1=CC=C(C=C1)OC)=O)N=C(C2C2=CCCCC2)C2=CC=CC=C2 5-(aminomethyl)-3-(cyclohex-1-en-1-yl)-6-(4-methoxyphenyl)-2-phenylpyrazolo[1,5-a]pyrimidin-7(4H)-one